CC1(CCC(O1)(C(=O)[O-])C)C(=O)[O-] dimethyltetrahydrofuran-2,5-dicarboxylate